5-bromo-4-ethoxy-2-((4-methoxybenzyl)oxy)pyridine azetidin-3-yl-4-(azetidin-1-yl)-2-methyl-5,7-dihydro-6H-pyrrolo[3,4-d]pyrimidine-6-carboxylate bistrifluoroacetate FC(C(=O)O)(F)F.FC(C(=O)O)(F)F.N1CC(C1)OC(=O)N1CC=2N=C(N=C(C2C1)N1CCC1)C.BrC=1C(=CC(=NC1)OCC1=CC=C(C=C1)OC)OCC